[C@@H]12OC[C@@H](N(C1)C=1SC3=C(N1)SC(=C3)C(=O)N[C@@H]3[C@H](C3)C)C2 2-((1S,4S)-2-oxa-5-azabicyclo[2.2.1]heptan-5-yl)-N-((1S,2S)-2-methylcyclopropyl)thieno[2,3-d]thiazole-5-carboxamide